FC1=C2C(C(=O)N(C2=O)C)=C(C(=C1F)F)F 3,4,5,6-tetrafluoro-N-methylphthalimide